COC(C1=C(C(=CC=C1)C)NC(=O)NC(C1=C(N=C(C(=C1)F)Cl)Cl)=O)=O 2-(3-(2,6-dichloro-5-fluoronicotinoyl)ureido)-3-methylbenzoic acid methyl ester